N2-cyclohexylbutane-1,2-diamine C1(CCCCC1)NC(CN)CC